3-[2-tert-butoxy-1-[(3-formylphenyl)methyl]-1-methyl-2-oxoethyl]pyrrolidine-1-carboxylic acid tert-butyl ester C(C)(C)(C)OC(=O)N1CC(CC1)C(C(=O)OC(C)(C)C)(C)CC1=CC(=CC=C1)C=O